4-(5-butylpicolinamido)-2-methylbenzoic acid hydrogen chloride Cl.C(CCC)C=1C=CC(=NC1)C(=O)NC1=CC(=C(C(=O)O)C=C1)C